O=C1NC(CCC1N1C(C2=CC=CC(=C2C1=O)NCCOCCN1N=NC=C1)=O)=O 1-(2-(2-((2-(2,6-dioxopiperidine-3-yl)-1,3-dioxoisoindoline-4-yl)amino)ethoxy)ethyl)-1H-1,2,3-triazole